NC=1C=CC(=C(C1)O)Cl 5-amino-2-chlorophenol